(S)-2-((7-((3-chlorobenzyl)oxy)-3,4-dihydroisoquinolin-2(1H)-yl)methyl)-1-((oxetan-2-yl)methyl)-1H-benzo[d]imidazole-6-carboxylic acid ClC=1C=C(COC2=CC=C3CCN(CC3=C2)CC2=NC3=C(N2C[C@H]2OCC2)C=C(C=C3)C(=O)O)C=CC1